2',2'-difluoro-2'-deoxyuridine FC1([C@@H](O[C@@H]([C@H]1O)CO)N1C(=O)NC(=O)C=C1)F